4-(1-(trifluoromethyl)cyclopropyl)benzaldehyde FC(C1(CC1)C1=CC=C(C=O)C=C1)(F)F